C(#C)C1=C2C(SC=C2)=C(C2=C1SC=C2)C#C 4,8-Diethynylbenzo[1,2-b:4,5-b']dithiophene